ethylene, acetate salt C(C)(=O)O.C=C